[Cl-].C(C=C)N1C=NC=C1 1-allyl-imidazole chloride salt